C(C)(C)NS(=O)=O N-isopropylsulfonamide